CC(CC)(C(C)(C)C)O 3,4,4-trimethyl-3-pentanol